N1CC(C1)C=1N(C2=C(C=NC=3N=C(C=CC23)OC)N1)CC1=CC(=C(C=C1)S(=O)(=O)N)F 4-((2-(Azetidin-3-yl)-7-methoxy-1H-imidazo[4,5-c][1,8]naphthyridin-1-yl)methyl)-2-fluorobenzene-sulfonamide